3-((5-(1-((2S,6R)-2,6-dimethylmorpholino)imidazo[1,5-a]quinoxalin-8-yl)pyridin-2-yl)oxy)-N,N-dimethylpropan-1-amine C[C@@H]1O[C@@H](CN(C1)C1=NC=C2N1C1=CC(=CC=C1N=C2)C=2C=CC(=NC2)OCCCN(C)C)C